C1(=CC(=CC=C1)OCC(COC1=C(C=CC=C1)CC=C)O)OCC(COC1=C(C=CC=C1)CC=C)O 1,1'-(1,3-Phenylendioxy)bis(3-(2-(prop-2-enyl)phenoxy)propan-2-ol)